CC1=CNC(C2=CC=CC(=C12)S(=O)(=O)N1CCC2=NC=C(C=C21)C#N)=O 1-((4-Methyl-1-oxo-1,2-dihydroisoquinolin-5-yl)sulfonyl)-2,3-dihydro-1H-pyrrolo[3,2-b]pyridine-6-carbonitrile